NC1=CC=C(C=N1)C=1C(=NN(C1C)C(=O)OC(C)(C)C)C tert-butyl 4-(6-aminopyridin-3-yl)-3,5-dimethyl-1H-pyrazole-1-carboxylate